2-(6-fluoropyridin-3-yl)-N-(1-methylpiperidin-4-yl)-7-(3-(pyrrolidin-1-yl)propyl)-7H-pyrrolo[2,3-d]pyrimidin-4-amine FC1=CC=C(C=N1)C=1N=C(C2=C(N1)N(C=C2)CCCN2CCCC2)NC2CCN(CC2)C